OC(C)C1C(N(CCN1)C(=O)OC(C)(C)C)C tert-Butyl 3-(1-hydroxyethyl)-2-methylpiperazine-1-carboxylate